N-(6-(2-(hydroxymethyl)-3-methylphenyl)imidazo[1,2-a]pyridin-2-yl)cyclopropanecarboxamide OCC1=C(C=CC=C1C)C=1C=CC=2N(C1)C=C(N2)NC(=O)C2CC2